N-(3-methoxyphenyl)-6-methyl-4-[(1-methylcyclopropyl)amino]furo[2,3-d]pyrimidine-5-carboxamide COC=1C=C(C=CC1)NC(=O)C1=C(OC=2N=CN=C(C21)NC2(CC2)C)C